COCC1=C(N=CC=2N(C3=CC=C(C=C3C21)OS(=O)(=O)C(F)(F)F)C(=O)OC(C)(C)C)C(NC)=O tert-butyl 4-(methoxymethyl)-3-(methylcarbamoyl)-6-(((trifluoromethyl)sulfonyl)oxy)-9H-pyrido[3,4-b]indole-9-carboxylate